C(C=C)OCC1CS1 1-allyloxy-2,3-epithiopropane